C(C#CC)N1CCC(CC1)C1=C2N(N=C1)C(=C(N2)C2=CC=C(C=C2)OC2=CC=C(C=C2)F)C(=O)N 7-(1-(but-2-ynyl)piperidin-4-yl)-2-(4-(4-fluorophenoxy)phenyl)-1H-imidazo[1,2-b]Pyrazole-3-carboxamide